5-METHYL-2-PHENYL-2-HEXENAL CC(CC=C(C=O)C1=CC=CC=C1)C